C1(=CC=CC=C1)C=1N=C(N=NC1C1=CC=CC=C1)SC(C(=O)N(C)C)CC 2-[(5,6-diphenyl-1,2,4-triazin-3-yl)sulfanyl]-N,N-dimethyl-butanamide